C(C)NCCCN N-ethyl-1,3-propanediamine